4-[[5-(4-bromo-2-fluoro-phenoxy)-4-methyl-3-pyridyl]oxy]-3-fluoro-N-(methylsulfamoyl)pyridin-2-amine BrC1=CC(=C(OC=2C(=C(C=NC2)OC2=C(C(=NC=C2)NS(NC)(=O)=O)F)C)C=C1)F